N'-[(2S,3R)-4,4-difluoro-2-[(2-fluoro[1,1'-biphenyl]-3-yl)methyl]-1-(2-methylpropanoyl)pyrrolidin-3-yl]-N,N-dimethylsulfuric diamide FC1([C@@H]([C@@H](N(C1)C(C(C)C)=O)CC=1C(=C(C=CC1)C1=CC=CC=C1)F)NS(N(C)C)(=O)=O)F